rac-(7S)-7-tert-butyl-N-[rac-(1R)-3-(4-hydroxypiperidin-1-ium-1-yl)-1-[3-(2-oxoimidazolidin-1-yl)phenyl]propyl]-5,6,7,8-tetrahydrothiazolo[5,4-b]quinoline-2-carboxamide C(C)(C)(C)[C@@H]1CC=2C=C3C(=NC2CC1)SC(=N3)C(=O)N[C@H](CC[NH+]3CCC(CC3)O)C3=CC(=CC=C3)N3C(NCC3)=O |r|